titanium (IV) tetrakis(diethylamide) C(C)[N-]CC.C(C)[N-]CC.C(C)[N-]CC.C(C)[N-]CC.[Ti+4]